(E)-4-(2-((3-(2-(Thiophen-2-yl)vinyl)-1H-pyrazol-1-yl)methoxy)ethyl)morpholine S1C(=CC=C1)/C=C/C1=NN(C=C1)COCCN1CCOCC1